6-[cyclobutyl(methyl)amino]pyrazine-2-carbaldehyde C1(CCC1)N(C1=CN=CC(=N1)C=O)C